N=1C=CN2C1C(=NC=C2)N2CC(CC2)NC(=O)C=2N=C(SC2)C2=C(C=CC=C2)C 2-o-tolylthiazole-4-carboxylic acid (1-imidazo[1,2-a]pyrazin-8-yl-pyrrolidin-3-yl)-amide